CC1N(CC(CC1)C)C(=O)OCCOCC 2-ethoxyethyl 2,5-dimethylpiperidine-1-carboxylate